Sodium 4-cyano-5-(dicyanomethylene)-2,5-dihydro-1H-pyrrole-2,3-bis(olate) C(#N)C1=C(C(NC1=C(C#N)C#N)[O-])[O-].[Na+].[Na+]